C(CCCCC)[P+](CCCCCCCC)(CCCCCC)CCCCCC Trihexyl-octylphosphonium